4-cyano-N-[4-(3-cyanophenyl)-5-(2,6-dimethyl-4-pyridinyl)thiazol-2-yl]-4-(1-hydroxy-1-methyl-ethyl)piperidine-1-carboxamide C(#N)C1(CCN(CC1)C(=O)NC=1SC(=C(N1)C1=CC(=CC=C1)C#N)C1=CC(=NC(=C1)C)C)C(C)(C)O